ON1C(NC2=C(C=CC(=C2C1=O)OC)S(=O)(=O)C=1C=C(C=CC1)C)=O 3-hydroxy-5-methoxy-8-(m-tolylsulfonyl)quinazoline-2,4(1H,3H)-dione